tert-Butylcyclohexanol C(C)(C)(C)C1(CCCCC1)O